5-(1-(4-(5-(difluoromethyl)-1,3,4-oxadiazol-2-yl)-2-fluorobenzyl)-1H-1,2,3-triazol-4-yl)thiophen-2-carbaldehyde FC(C1=NN=C(O1)C1=CC(=C(CN2N=NC(=C2)C2=CC=C(S2)C=O)C=C1)F)F